COC1=C(C(=CC=C1)OC)N1C(=NC=2C1=NC(=CN2)NS(=O)(=O)C2CC(C2)=O)C2=NC(=CC=C2)OCC N-(1-(2,6-dimethoxyphenyl)-2-(6-ethoxypyridin-2-yl)-1H-imidazo[4,5-B]pyrazin-6-yl)-3-oxocyclobutane-1-sulfonamide